C(C)(C)(C)OC(=O)N1C2=C(OC(C1)C=O)C(=CC=C2)Br 8-bromo-2-formyl-2,3-dihydro-4H-benzo[b][1,4]oxazine-4-carboxylic acid tert-butyl ester